trimethyl-1,3,5-triazine-1,3,5(2H,4H,6H)-tri-ethanol CC1N(C(N(CN1CCO)CCO)(C)C)CCO